[14C](CCC\C=C/C\C=C/C\C=C/C\C=C/CCCCC)(=O)O [14C]-arachidonic acid